CN1CCN(CC1)C1=C(C#N)C(=CC=N1)N1C=NC(=C1)C1=NC(=NC=C1C(F)(F)F)NC1CCN(CC1)S(=O)(=O)C 2-(4-Methylpiperazin-1-yl)-4-(4-(2-((1-(methylsulfonyl)piperidin-4-yl)amino)-5-(trifluoromethyl)pyrimidin-4-yl)-1H-imidazol-1-yl)nicotinonitrile